ClC=1N=C(SC1C=O)OC1=CC=CC=C1 4-CHLORO-2-PHENOXY-1,3-THIAZOLE-5-CARBALDEHYDE